NC=1C=C(C(=C(C1)C(C(C)(O)C)(F)F)Cl)[C@@H](C)NC1=NC(NC2=CC(=C(C=C12)OCCOC)OC)(C)C (R)-1-(5-amino-2-chloro-3-(1-((7-methoxy-2-methyl-6-(2-methoxyethoxy)2-Methylquinazolin-4-yl)amino)ethyl)phenyl)-1,1-difluoro-2-methylpropan-2-ol